C(CCCCC(C)C)OC1=C(C=CC=C1)N1N=C2C(=N1)C=CC=C2 2-(2-isooctyloxyphenyl)-2H-benzotriazole